mentha-1,8-dien-7-ol C1(=CCC(CC1)C(=C)C)CO